CC(CC(=O)O)CCCC 3,6-dimethylcaproic acid